N1=CN=CC(=C1)CN1CC2=C(CC1)C(=CS2)C(=O)O 6-(pyrimidin-5-ylmethyl)-4,5,6,7-tetrahydrothieno[2,3-c]pyridine-3-carboxylic acid